(6aR,12bR)-5,6,6a,7,8,12b-hexahydrobenzo[a]phenanthridine-3,4,10,11-tetraol C1=CC(=C(C=2CN[C@@H]3CCC4=C([C@@H]3C12)C=C(C(=C4)O)O)O)O